(R)-7-bromo-4-((1-((tert-butyldimethylsilyl)oxy)-2-methylhexan-2-yl)amino)-2-((2,4-dimethoxybenzyl)amino)-1,5-naphthyridine-3-carboxylic acid BrC1=CN=C2C(=C(C(=NC2=C1)NCC1=C(C=C(C=C1)OC)OC)C(=O)O)N[C@@](CO[Si](C)(C)C(C)(C)C)(CCCC)C